CN1NC(=CC1=O)C(F)(F)F 2-methyl-5-(trifluoromethyl)pyrazole-3-one